C(C)OC1=C(C=CC(=C1)COC)O 2-ethoxy-4-(methoxymethyl)-phenol